5-(4-fluorophenyl)isoindoline FC1=CC=C(C=C1)C=1C=C2CNCC2=CC1